3-(4-((4-(((adamantan-1-yl)amino)methyl)benzyl)thio)-7-fluoro-1-oxoisoindolin-2-yl)piperidine-2,6-dione C12(CC3CC(CC(C1)C3)C2)NCC2=CC=C(CSC3=C1CN(C(C1=C(C=C3)F)=O)C3C(NC(CC3)=O)=O)C=C2